VINYLENE CYANIDE C(=CC#N)C#N